(1s,4s)-4-((4-methoxy-5-(3-methyl-[1,2,4]triazolo[4,3-a]pyridin-6-yl)-7H-pyrrolo[2,3-d]pyrimidin-2-yl)amino)-N,N-dimethylcyclohexane-1-carboxamide COC=1C2=C(N=C(N1)NC1CCC(CC1)C(=O)N(C)C)NC=C2C=2C=CC=1N(C2)C(=NN1)C